C(C)C(N(CCO)CCO)(P([O-])([O-])=O)CC diethyl-N,N-bis(2-hydroxyethyl)-aminomethylphosphonate